OC(CC(=O)O)(C(CCCCCCCCCCCCCCC)C(=O)O)C(=O)O 2-hydroxyoctadecane-1,2,3-tricarboxylic acid